9-(6-(4-(3-(tert-butyl)-9H-carbazol-9-yl)phenyl)-4-(2-(1-phenyl-1H-benzo[d]imidazol-2-yl)phenyl)pyridin-2-yl)-9H-carbazole-3,6-dicarbonitrile C(C)(C)(C)C=1C=CC=2N(C3=CC=CC=C3C2C1)C1=CC=C(C=C1)C1=CC(=CC(=N1)N1C2=CC=C(C=C2C=2C=C(C=CC12)C#N)C#N)C1=C(C=CC=C1)C1=NC2=C(N1C1=CC=CC=C1)C=CC=C2